CN1C(N(C=2N=C(N(C2C1=O)C)SC1=CC=CC=C1)C)=O 1,3,7-trimethyl-8-(phenylsulfanyl)-1H-purine-2,6(3H,7H)-dione